(S)-4-(3-((difluoromethyl)sulfonyl)-5,5-difluoro-4-hydroxy-4,5,6,7-tetrahydro-1H-indol-1-yl)-2-(trifluoromethyl)benzonitrile FC(S(=O)(=O)C1=CN(C=2CCC([C@H](C12)O)(F)F)C1=CC(=C(C#N)C=C1)C(F)(F)F)F